C(C=C)NC allyl-methyl-azane